N-[5-[2-cyano-5-[[6-(trifluoromethyl)-3-pyridyl]methoxy]-4-pyridyl]pyrazolo[1,5-a]pyridin-2-yl]cyclopropanecarboxamide C(#N)C1=NC=C(C(=C1)C1=CC=2N(C=C1)N=C(C2)NC(=O)C2CC2)OCC=2C=NC(=CC2)C(F)(F)F